sodium dimethylsilanediol C[Si](O)(O)C.[Na]